(1,1,2,2-tetrafluoroethyl)(2,2,3,3,3-pentafluoro-n-propyl)ether FC(C(F)F)(F)OCC(C(F)(F)F)(F)F